OC(CO)C=1C=CC=C2CNC(C12)=O 7-(1,2-dihydroxyethyl)isoindolin-1-one